C(C1=CC=CC=C1)(=O)O.C(C=1C(=CC=CC1)OC)(=O)OCC1=CC=CC=C1 benzyl o-anisate benzoate